ammonium 2-imino-5-methoxy-6-(methoxycarbonyl)-1,3-benzothiazole N=C1SC2=C(N1)C=C(C(=C2)C(=O)OC)OC.[NH4+]